ANDROSTADIENEDIONE C[C@]12CC[C@H]3[C@H]([C@@H]1CCC2=O)CCC4=CC(=O)C=C[C@]34C